Cl.C(=O)(O)C1CCN(CC1)C1=NC2=CC=C(C=C2C(=N1)NCC1=CC2=C(C=C1)OCO2)Cl 2-(4-Carboxypiperidino)-4-(3,4-methylenedioxybenzyl)amino-6-chloroquinazoline hydrochloride